COC1CCN(CC1)C1=CC=NC(N1C)=O 6-(4-methoxypiperidyl)-1-methylpyrimidin-2(1H)-one